(R)-1-(6-(3-methylmorpholino)-2-(1H-pyrrolo[2,3-b]pyridin-4-yl)pyrimidin-4-yl)cyclopropan-1-ol C[C@@H]1COCCN1C1=CC(=NC(=N1)C1=C2C(=NC=C1)NC=C2)C2(CC2)O